CN(CCN(C1=CC(=C(C=C1[N+](=O)[O-])NC(C)=O)OCC1=CC=C(C=C1)OC)C)C N-(4-((2-(dimethylamino)ethyl)(methyl)amino)-2-((4-Methoxybenzyl)oxy)-5-nitrophenyl)acetamide